5-carboxymethyl-N-methyluridine C(=O)(O)CC=1C(N(C(N([C@H]2[C@H](O)[C@H](O)[C@@H](CO)O2)C1)=O)C)=O